6-bromo-4-(3,3-difluoro-4,4-dimethyl-pyrrolidin-1-yl)pyrrolo[2,1-f][1,2,4]triazine BrC=1C=C2C(=NC=NN2C1)N1CC(C(C1)(C)C)(F)F